1'-isopropyl-4-(4-nitro-1H-pyrazol-1-yl)-1,4'-bipiperidine C(C)(C)N1CCC(CC1)N1CCC(CC1)N1N=CC(=C1)[N+](=O)[O-]